ClC=1C=CC=2N(C1)C(=CN2)C2=NC=CC(=N2)N2CC(N(C(C2)C=2C=NNC2)C(C)=O)C 1-(4-(2-(6-chloroimidazo[1,2-a]pyridin-3-yl)pyrimidin-4-yl)-2-methyl-6-(1H-pyrazol-4-yl)piperazin-1-yl)ethan-1-one